BrC=1C=C(C=CC1)N1C=NC(=C1)C1CC1 1-(3-bromophenyl)-4-cyclopropyl-imidazole